C(=S)S.N1C(CCC1)=O (2-pyrrolidone) dithioformate